[Li].O water, lithium salt